ClC1=NC=C2C=CN=C(C2=C1)OC 7-chloro-1-methoxy-2,6-naphthyridine